2-[1-[(4-ethylphenyl)methyl]-5-oxopyrrolidin-2-yl]acetic acid C(C)C1=CC=C(C=C1)CN1C(CCC1=O)CC(=O)O